2-(5-chloro-3-methylpyrazin-2-yl)propan-2-ol ethyl-1-propargyl-3-methyl-1H-pyrazol-5-carboxylate C(C)C=1C(=NN(C1C(=O)OC(C)(C)C1=NC=C(N=C1C)Cl)CC#C)C